C(#N)C1=C(C=C(C=C1)C(F)(F)F)NC(=O)[C@@H]1[C@@H]2C[C@H]([C@H]([C@H]1C=1C(=NN(C1)C)C(F)(F)F)O2)O (1S,2S,3R,4S,5R)-N-(2-cyano-5-(trifluoromethyl)phenyl)-5-hydroxy-3-(1-methyl-3-(trifluoromethyl)-1H-pyrazol-4-yl)-7-oxabicyclo[2.2.1]heptane-2-carboxamide